NC=1C=C(OC2=CC=C(C=C2)C2=C(C=3CC4=CC=CC=C4C3C=C2)C2=CC=C(C=C2)OC2=CC(=CC=C2)N)C=CC1 bis[4-(3-aminophenoxy)phenyl]fluorene